bis(4-(2-(4-hydroxyphenyl)propan-2-yl)phenyl) decanedioate C(CCCCCCCCC(=O)OC1=CC=C(C=C1)C(C)(C)C1=CC=C(C=C1)O)(=O)OC1=CC=C(C=C1)C(C)(C)C1=CC=C(C=C1)O